CN(CCCC(=O)N(CCCCCOC1OCCN1)C(CCCCCCOC1OCCN1)CCCCCCCCC)C 4-(dimethylamino)-N-[1-(oxazolidin-2-yloxy)hexadecan-7-yl]-N-[5-(oxazolidin-2-yloxy)pentyl]butanamide